[I-].N[N+]1=CC(=CC=C1)C 1-Amino-3-methylpyridinium iodide